FC(OC=1C=C(C(=O)NCC2=NC=C3C=CC(=NC3=C2)C2=NC(=CC=C2)N2C[C@@H](O[C@@H](C2)C)C)C=C(C1)S(=O)(=O)C)F 3-(difluoromethoxy)-N-((2-(6-((cis)-2,6-dimethylmorpholino)pyridin-2-yl)-1,6-naphthyridin-7-yl)methyl)-5-(methylsulfonyl)benzamide